N-(2-chloro-5-(4-((2-hydroxy-2,3-dihydro-1H-inden-1-yl)amino)quinazolin-6-yl)pyridin-3-yl)methanesulfonamide ClC1=NC=C(C=C1NS(=O)(=O)C)C=1C=C2C(=NC=NC2=CC1)NC1C(CC2=CC=CC=C12)O